4-(((trans)-4-(4-(1-(2-hydroxy-2-methylpropyl)-1H-pyrazol-3-yl)phenyl)cyclohexyl)oxy)-1H-1,2,3-triazole-5-carboxylic acid 2,2,2-trifluoroacetate FC(C(=O)O)(F)F.OC(CN1N=C(C=C1)C1=CC=C(C=C1)[C@@H]1CC[C@H](CC1)OC=1N=NNC1C(=O)O)(C)C